cobalt tetra(p-chlorophenyl)porphyrin nickel [Ni].ClC1=CC=C(C=C1)C1=C2C=CC(C(=C3C=CC(=C(C=4C=CC(=C(C5=CC=C1N5)C5=CC=C(C=C5)Cl)N4)C4=CC=C(C=C4)Cl)N3)C3=CC=C(C=C3)Cl)=N2.[Co]